1-(4-[7-[6-amino-4-methyl-3-(trifluoromethyl)pyridin-2-yl]-6-chloro-2-(methylamino)quinazolin-4-yl]piperazin-1-yl)prop-2-en-1-one NC1=CC(=C(C(=N1)C1=C(C=C2C(=NC(=NC2=C1)NC)N1CCN(CC1)C(C=C)=O)Cl)C(F)(F)F)C